CS(=O)(=O)C1=CC=C(C=C1)[C@H]([C@@H](C(=O)O)N)O (2S,3R)-3-[p-(Methyl-sulfonyl)phenyl]-3-hydroxy-2-amino-propanoic Acid